P(=O)(O)(O)OC1=C(C=C(C=C1)C1=CC=NC2=CC(=CC=C12)OC)C 4-(7-methoxyquinolin-4-yl)-2-methylphenol phosphate